[(methyl-d3)benzofuropyridineyl]pyridine C([2H])([2H])([2H])C=1C(=NC2=C(C1)OC1=C2C=CC=C1)C1=NC=CC=C1